tert-butyl 4-{[(2S)-6-(dimethylamino)-1-oxo-1-(piperazine-1-yl)hexane-2-yl]carbamoyl}piperidine-1-carboxylate CN(CCCC[C@@H](C(N1CCNCC1)=O)NC(=O)C1CCN(CC1)C(=O)OC(C)(C)C)C